C(CCCCCCCCCCCCCCCCCCC)(=O)OC[C@@H](OO)COP(=O)(O)OCC[N+](C)(C)C 1-arachidoyl-2-hydroxy-sn-glycero-3-phosphorylcholine